BrC=1C=C(C=NC2=NN=C(S2)C=2C=C(C(O)=CC2)O)C=CC1Br 4-{5-[(3,4-dibromobenzylidene)amino]-1,3,4-thiadiazol-2-yl}catechol